4-(2-amino-4-methyl-3-(2-(methylamino)benzo[d]thiazol-6-yl)benzoyl)-1H-pyrazole NC1=C(C(=O)C=2C=NNC2)C=CC(=C1C1=CC2=C(N=C(S2)NC)C=C1)C